FC1CC(N(C1)C(=O)C=1C=C2C=NN(C2=CC1)C)C(=O)NC(C1=CC=C(C=C1)C(C)C)C1=CC=CC=C1 4-fluoro-1-(1-methyl-1H-indazole-5-carbonyl)-N-{phenyl[4-(propan-2-yl)phenyl]methyl}pyrrolidine-2-carboxamide